C(C)(C)(C)OC(\C=C\C1=C(C=CC(=C1)Cl)C(F)F)=O (E)-3-(5-chloro-2-(difluoromethyl)phenyl)acrylic acid tert-butyl ester